2-[(2S)-2-(2-ethoxy-2-oxo-ethoxy)propoxy]acetic acid ethyl ester C(C)OC(COC[C@H](C)OCC(=O)OCC)=O